O[C@@H](CO)C1=C2C=CC=NC2=C(C=C1CN(C(C=C)=O)C)C1=CC=C(C=C1)OC(F)(F)F N-[[5-[(1R)-1,2-dihydroxyethyl]-8-[4-(trifluoromethoxy)phenyl]-6-quinolinyl]methyl]-N-methyl-prop-2-enamide